CC(CCCCCCCCCCC)CCCC(CCCC(CCCCCCCCCCCCCC)C)C 12,16,20-Trimethyltetratriacontane